FC(CCC(C(C(C)C)=O)=O)(F)F trifluorodimethyl-hexanedione